C(C)(C)(C)C1=C(C=C(C=C1)NC1=CC=C(CN(C(=O)C2(CCC2)C(F)(F)F)O)C=C1)F N-(4-((4-(tert-butyl)-3-fluorophenyl)amino)benzyl)-N-hydroxy-1-(trifluoromethyl)cyclobutane-1-carboxamide